[Cl-].[Eu+3].C1(CCCCC1)P(C1CCCCC1)C1CCCCC1.C1(CCCCC1)P(C1CCCCC1)C1CCCCC1.[Cl-].[Cl-] bis(tricyclohexylphosphine) europium (III) chloride